P(OC1C(CCCC1)C1C(CCCC1)OC(OC1=C(C=CC=C1)C)OC1=C(C=CC=C1)C)(OC1=C(C=CC=C1)C)OC1=C(C=CC=C1)C 2'-(bis(o-tolyloxy)methoxy)-[1,1'-bi(cyclohexan)]-2-yl di-o-tolyl phosphite